(5-bromo-2-chlorophenyl)(4-ethoxyphenyl)methane BrC=1C=CC(=C(C1)CC1=CC=C(C=C1)OCC)Cl